N=1N(N=C2C1C=CC=C2)C=2C=C(C=C(C2O)C(C)(C)C)CCC(=O)O 3-[3-(2H-benzotriazol-2-yl)-4-hydroxy-5-tert-butylphenyl]-propionic acid